2-ethyl-1,4-bis(n-octanoyloxy)naphthalene C(C)C1=C(C2=CC=CC=C2C(=C1)OC(CCCCCCC)=O)OC(CCCCCCC)=O